1-(2-hydroxy-5-methylphenyl)ethane-1-one OC1=C(C=C(C=C1)C)C(C)=O